tert-butyl 1-(5-(tert-butyl)-1,3,4-oxadiazole-2-carboxamido)-7-(2-((1-methyl-1H-pyrazol-4-yl)amino)pyrimidin-4-yl)-1,2,4,5-tetrahydro-3H-benzo[d]azepine-3-carboxylate C(C)(C)(C)C1=NN=C(O1)C(=O)NC1CN(CCC2=C1C=CC(=C2)C2=NC(=NC=C2)NC=2C=NN(C2)C)C(=O)OC(C)(C)C